CC1=CC=C(C=C1)S(=O)(=O)OCC[C@H](C(F)(F)F)OC [(3R)-4,4,4-trifluoro-3-methoxybutyl] 4-methylbenzenesulfonate